COC1C2C=CC(C1OC)C2 5,6-dimethoxybicyclo[2.2.1]Hept-2-ene